C1(CC1)C(=O)NC1=NC=CC(=C1)OC1=C(C=C(C=C1)NC(=O)C1=NN(C(N1C)=O)C1=C(C=CC=C1)F)F N-(4-{[2-(cyclopropanecarboxamido)pyridin-4-yl]oxy}-3-fluorophenyl)-1-(2-fluorophenyl)-4-methyl-5-oxo-4,5-dihydro-1H-1,2,4-triazole-3-carboxamide